2-[(4-{6-[(4-chloro-2-fluorobenzyl)oxy]pyridin-2-yl}piperidin-1-yl)methyl]-1-{[(1R,2R)-2-(methoxymethyl)cyclopropyl]methyl}-1H-benzimidazole-6-carboxylic acid ClC1=CC(=C(COC2=CC=CC(=N2)C2CCN(CC2)CC2=NC3=C(N2C[C@H]2[C@@H](C2)COC)C=C(C=C3)C(=O)O)C=C1)F